4-(dibenzo[c,h]acridin-7-yl)-[1,1':3,1''-terphenyl]-4-carbonitrile C1=CC=CC=2C=CC=3C(=C4C=CC5=C(C4=NC3C21)C=CC=C5)C5(C(=CC(=CC5)C5=CC=CC=C5)C5=CC=CC=C5)C#N